2,2,2-trifluoroethyl 1,2,2-trifluoroethyl ether FC(C(F)F)OCC(F)(F)F